(9aR,10S)-10-((S)-(4-fluorophenyl)(3-(trifluoromethoxy)phenyl)methyl)-4-hydroxy-8,9,9a,10-tetrahydro-7H-pyrrolo[1',2':4,5]pyrazino[1,2-b]pyridazine-3,5-dione FC1=CC=C(C=C1)[C@H]([C@H]1[C@@H]2N(C(C=3N1N=CC(C3O)=O)=O)CCC2)C2=CC(=CC=C2)OC(F)(F)F